ClC=1C=C(NC2(CCC3(C(CC4=CC=CC=C34)CCCOC3=NC=NC=C3C3CC3)CC2)C(=O)O)C=CC1 (1r,4r)-4-(3-chloroanilino)-2'-{3-[(5-cyclopropylpyrimidin-4-yl)oxy]propyl}-2',3'-dihydrospiro[cyclohexane-1,1'-indene]-4-carboxylic acid